CC1N(CCN(C1)C1COCCC1)C=1C=CC(=NC1)N 5-(2-methyl-4-(Oxan-3-yl)piperazin-1-yl)pyridin-2-amine